(2s,4s)-2-(4-(4-isobutylphenyl)piperidine-1-carbonyl)-7-oxa-5-azaspiro[3.4]octan-6-one C(C(C)C)C1=CC=C(C=C1)C1CCN(CC1)C(=O)C1CC2(C1)NC(OC2)=O